(2-(4-((1S,3R)-6-(1-ethyl-1H-pyrazol-4-yl)-2-(2-fluoro-2-methylpropyl)-3-methyl-1,2,3,4-tetrahydroisoquinolin-1-yl)-3,5-difluorophenoxy)ethyl)carbamic acid tert-butyl ester C(C)(C)(C)OC(NCCOC1=CC(=C(C(=C1)F)[C@H]1N([C@@H](CC2=CC(=CC=C12)C=1C=NN(C1)CC)C)CC(C)(C)F)F)=O